C1(=CC=CC2=CC=CC=C12)[C@@H](C)N1CCC(CC1)N(S(=O)(=O)C1CC1)CC(=O)NCC(NCC#C)=O (R)-2-(N-(1-(1-(naphthalen-1-yl)ethyl)piperidin-4-yl)cyclopropanesulfonamido)-N-(2-oxo-2-(prop-2-yn-1-ylamino)ethyl)acetamide